N-(2-methyl-4-fluoro-5-bromophenyl)-4-(3,5-dichlorophenylsulfonylamino)-2-(chloromethyl)benzenesulfonamide CC1=C(C=C(C(=C1)F)Br)NS(=O)(=O)C1=C(C=C(C=C1)NS(=O)(=O)C1=CC(=CC(=C1)Cl)Cl)CCl